O=C1N(C(C=C1)=O)CCOCCOCCOCCOCCOCCOCCOCCOCCC(=O)O 1-(2,5-dioxo-2,5-dihydro-1H-pyrrol-1-yl)-3,6,9,12,15,18,21,24-octaoxaheptacosan-27-oic acid